3-(tributylstannyl)imidazo[1,2-a]Pyridine C(CCC)[Sn](C1=CN=C2N1C=CC=C2)(CCCC)CCCC